CC(C)[C@@H](CC(=O)O)N The molecule is the (3R)-beta-isomer of leucine. It is an enantiomer of a (3S)-beta-leucine. It is a tautomer of a (3R)-beta-leucine zwitterion.